ClC1=CC(=C(C=C1)N1N=C(C=C1C)C(=O)OCC)C(C1=C(C=CC=C1)F)=O Ethyl 1-[4-chloro-2-(2-fluorobenzoyl) phenyl]-5-methyl-1H-pyrazole-3-carboxylate